FC1=CC(=NC(=C1)C1=CN=C2N1C=CC(=C2)OC(C)C)N[C@H]2CNC[C@@H]2F 4-fluoro-N-((3S,4S)-4-fluoropyrrolidin-3-yl)-6-(7-isopropoxyimidazo[1,2-a]pyridin-3-yl)pyridin-2-amine